benzyl (R)-3-(fluoromethyl)-3-hydroxypiperidine-1-carboxylate FC[C@@]1(CN(CCC1)C(=O)OCC1=CC=CC=C1)O